C[C@H]1N([C@H](CN(C1)C=1C=NC2=NC(=CC=C2C1)OS(=O)(=O)C(F)(F)F)C)C(=O)OC(C)(C)C tert-butyl (2R,6S)-2,6-dimethyl-4-[7-(trifluoromethanesulfonyloxy)-1,8-naphthyridin-3-yl]piperazine-1-carboxylate